3-(5-((1-(4'-chloro-5,5-dimethyl-3,4,5,6-tetrahydro-[1,1'-biphenyl]-2-carbonyl)azetidin-3-yl)oxy)-1-oxoisoindolin-2-yl)piperidine-2,6-dione ClC1=CC=C(C=C1)C1=C(CCC(C1)(C)C)C(=O)N1CC(C1)OC=1C=C2CN(C(C2=CC1)=O)C1C(NC(CC1)=O)=O